BrC=1C=C2C(CNC(C2=CC1)=O)CC 6-bromo-4-ethyl-3,4-dihydro-2H-isoquinolin-1-one